tetratriacontyl eicos-13-enoate C(CCCCCCCCCCCC=CCCCCCC)(=O)OCCCCCCCCCCCCCCCCCCCCCCCCCCCCCCCCCC